ClC=1C(=CC(=C(C(=O)NS(=O)(=O)N2CCCC2)C1)F)OCC1CCCC1 5-chloro-4-(cyclopentylmethoxy)-2-fluoro-N-(pyrrolidin-1-ylsulfonyl)-benzamide